CC(CCCC)C(C(=O)[O-])(C(=O)[O-])C.[Ca+2] calcium 2-(hex-2-yl)-2-methylpropanedioate